(3R)-3-amino-8-fluoro-1,1-dioxo-7-[6-(2,2,2-trifluoroethoxy)pyridazin-4-yl]-5-[[4-[5-(trifluoromethyl)-1,2,4-oxadiazol-3-yl]phenyl]methyl]-2,3-dihydro-1λ6,5-benzothiazepin-4-one N[C@H]1CS(C2=C(N(C1=O)CC1=CC=C(C=C1)C1=NOC(=N1)C(F)(F)F)C=C(C(=C2)F)C2=CN=NC(=C2)OCC(F)(F)F)(=O)=O